C(#N)C1=CC(=CS1)[C@H]1N(OCC1)C(=O)C1CCN(CC1)C1=NC=C(C(=N1)C(=O)N)F 2-[4-[(3S)-3-(5-Cyano-3-thienyl)isoxazolidine-2-carbonyl]-1-piperidyl]-5-fluoro-pyrimidine-4-carboxamide